CC1=C(C=NC=2OCCNC21)NC2=C(C(NC=C2)=O)C(=O)NC2=CC=C(C=C2)N2CCN(CC2)C=2C=NC(=CC2)C 4-((8-methyl-2,3-dihydro-1H-pyrido[2,3-b][1,4]oxazin-7-yl)amino)-N-(4-(4-(6-methylpyridin-3-yl)piperazin-1-yl)phenyl)-2-oxo-1,2-dihydropyridine-3-carboxamide